benzo[f][1,10]phenanthrolin-6-yl-boronic acid N1=CC=CC=2C3=C(C4=CC=CN=C4C12)C=CC(=C3)B(O)O